N1=C(C=CC=C1C(=O)OCCOC(=O)N(CC1=CC=C(C=C1)N(C)C)CC1=CC=C(C=C1)OC)C(=O)OCCOC(=O)N(CC1=CC=C(C=C1)N(C)C)CC1=CC=C(C=C1)OC bis(2-{(4-methoxybenzyl)(4-dimethylaminobenzyl)aminocarbonyloxy}ethyl) 2,6-pyridinedicarboxylate